4-(2-((R)-2-(2H-spiro[benzofuran-3,4'-piperidine]-1'-carbonyl)pyrrolidin-1-yl)ethoxy)-1-oxoisoindol N1(CCC2(CC1)COC1=C2C=CC=C1)C(=O)[C@@H]1N(CCC1)CCOC1=C2C=NC(C2=CC=C1)=O